[4-[[(5-chloro-2-methoxy-benzoyl)amino]methyl]phenyl]boronic acid ClC=1C=CC(=C(C(=O)NCC2=CC=C(C=C2)B(O)O)C1)OC